5-(8-cyclopropyl-6-(2-fluorophenyl)-4H-benzo[f]imidazo[1,5-a][1,4]diazepin-3-yl)-3-ethyl-1,2,4-oxadiazole C1(CC1)C=1C=CC2=C(C(=NCC=3N2C=NC3C3=NC(=NO3)CC)C3=C(C=CC=C3)F)C1